C(C)OCC=1N(C2=C(C(=NC(=C2)C)N)N1)C 2-(ethoxymethyl)-1,6-dimethyl-imidazo[4,5-c]pyridin-4-amine